2-(tert-butyl) 3-ethyl nonane-2,3-dicarboxylate CC(C(CCCCCC)C(=O)OCC)C(=O)OC(C)(C)C